FC1=CC=C(CNC(=O)C2=CC3=C(N=C(S3)C3CCNCC3)C=C2)C=C1 N-(4-fluorobenzyl)-2-(piperidin-4-yl)-benzo[d]thiazole-6-carboxamide